C(C=C)(=O)OC1C2CC3CC(CC1C3)C2 2-acrylic acid, tricyclo[3.3.1.13,7]dec-2-yl ester